5-(benzyloxy)-N-(4,4-difluoro-1-methylpyrrolidin-3-yl)-2-methyl-2H-indazole-3-carboxamide C(C1=CC=CC=C1)OC1=CC2=C(N(N=C2C=C1)C)C(=O)NC1CN(CC1(F)F)C